8-bromo-6-methyl-2-morpholino-3-(2,2,2-trifluoroethyl)quinazolin-4(3H)-one BrC=1C=C(C=C2C(N(C(=NC12)N1CCOCC1)CC(F)(F)F)=O)C